C1(C(N1)=O)=O oxalimide